NC1=NC2=C(C=CC=C2C(=N1)C(=O)NCC1=NC(=CC=C1)F)OC 2-amino-N-[(6-fluoro-2-pyridyl)methyl]-8-methoxy-quinazoline-4-carboxamide